1,2,6-Hexanetricarbonitril C(C(CCCCC#N)C#N)C#N